4-((4-((3-chloro-4-(pyridin-2-ylmethoxy)phenyl)amino)-7-methoxyquinazolin-6-yl)oxy)-2-methylpiperidine-1-carboxylic acid tert-butyl ester C(C)(C)(C)OC(=O)N1C(CC(CC1)OC=1C=C2C(=NC=NC2=CC1OC)NC1=CC(=C(C=C1)OCC1=NC=CC=C1)Cl)C